CN1C(N(C2=C1C=C(C=C2)N2CCC(CC2)CN2CCN(CC2)CC2(CCNCC2)C)C2C(NC(CC2)=O)=O)=O 3-[3-methyl-5-[4-[[4-[(4-methyl-4-piperidyl)methyl]piperazin-1-yl]methyl]-1-piperidyl]-2-oxo-benzimidazol-1-yl]piperidine-2,6-dione